triphenylphosphine tungsten [W].C1(=CC=CC=C1)P(C1=CC=CC=C1)C1=CC=CC=C1